CC=1C(=C2C(=NC1)NCC2)N2C[C@@H](NCC2)C (S)-5-methyl-4-(3-methylpiperazin-1-yl)-2,3-dihydro-1H-pyrrolo[2,3-b]pyridine